4,4'-Bis(9-carbazolyl)-1,1'-biphenyl C1=CC=CC=2C3=CC=CC=C3N(C12)C1=CC=C(C=C1)C1=CC=C(C=C1)N1C2=CC=CC=C2C=2C=CC=CC12